[N+]12(CCN(CC1)CC2)C2=NC(=C(C1=CC3=C(C=C21)NN=C3)C3=CC(=C(C=C3)F)F)C3(CC3)OCC3=CC=CC=C3 8-(4-aza-1-azoniabicyclo[2.2.2]octan-1-yl)-6-(1-benzyloxycyclopropyl)-5-(3,4-difluorophenyl)-1H-pyrazolo[4,3-g]isoquinoline